C[Si]1(N[Si](N[Si](N[Si](N1)(C)C=C)(C)C=C)(C)C=C)C=C 1,3,5,7-tetravinyl-1,3,5,7-tetramethylcyclotetrasilazane